COC(C1=CC=C(C(=C1)F)C(F)(F)F)=O 5-fluoro-4-(trifluoro-methyl)benzoic acid methyl ester